C12(CCCCC1)CCOC1=CC=C(C=C12)C=O spiro[chroman-4,1'-cyclohexane]-6-carbaldehyde